3-(2-Fluoro-4-((4-(4-((3S,4R)-7-hydroxy-3-phenylchroman-4-yl)phenyl)piperazin-1-yl)methyl)phenyl)piperidine-2,6-dione FC1=C(C=CC(=C1)CN1CCN(CC1)C1=CC=C(C=C1)[C@H]1[C@H](COC2=CC(=CC=C12)O)C1=CC=CC=C1)C1C(NC(CC1)=O)=O